Cl.C(=C)S(=O)(=O)CCSCCN 2-[[2-(ethenylsulfonyl)ethyl]thio]ethanamine hydrochloride